C(C)N(S(=O)(=O)C1=CC=C(C=C1)S(=O)(=O)N1C[C@@H](CCC1)C(=O)N1CCC(CC1)OC)CC (R)-N,N-diethyl-4-((3-(4-methoxypiperidine-1-carbonyl)piperidin-1-yl)sulfonyl)benzenesulfonamide